ls-1,N1-Bis(2-aminoethyl)ethane-1,2-diamine NCCC(CN)NCCN